N-[2-oxo-2-(1,2,3,4-tetrahydronaphthalen-1-ylamino)ethyl]biphenyl-4-carboxamide O=C(CNC(=O)C1=CC=C(C=C1)C1=CC=CC=C1)NC1CCCC2=CC=CC=C12